(6-(2,4-dioxotetrahydropyrimidin-1(2H)-yl)pyrimidin-4-yl)methyl methanesulfonate CS(=O)(=O)OCC1=NC=NC(=C1)N1C(NC(CC1)=O)=O